FC=1C=CC(=C2C=CC=NC12)N[C@H]1CN(CC1)C(=O)OC(C)(C)C tert-butyl (R)-3-((8-fluoroquinolin-5-yl)amino)pyrrolidine-1-carboxylate